CC1=C(CNC(=O)C=2C=C3C(=NC2)NC=C3)C=C(C=C1)C(NC1=CC(=CC(=C1)C(F)(F)F)N1C=NC(=C1)C)=O N-(2-methyl-5-((3-(4-methyl-1H-imidazol-1-yl)-5-(trifluoromethyl)phenyl)carbamoyl)benzyl)-1H-pyrrolo[2,3-b]pyridine-5-carboxamide